Sodium (Z)-2-(Benzyloxy)-3-ethoxy-3-oxoprop-1-en-1-ol C(C1=CC=CC=C1)O\C(=C/O)\C(=O)OCC.[Na]